C(C)(=O)OI1(OC(C2=C1C=CC=C2)=O)(OC(C)=O)OC(C)=O 3-Oxo-1,3-dihydro-1λ5,2-benziodoxole-1,1,1-triyl triacetate